bis[4-(3-benzoylphenoxy) phenyl] sulfone C(C1=CC=CC=C1)(=O)C=1C=C(OC2=CC=C(C=C2)S(=O)(=O)C2=CC=C(C=C2)OC2=CC(=CC=C2)C(C2=CC=CC=C2)=O)C=CC1